C(=C)OCC(CCCCC)CC 2-ethylheptyl vinyl ether